ClC1=CC2=C(N=CN(C2=O)CC2(CCN(CC2)C(C2=CC=C(C=C2)F)=O)O)N1C1=CC=C(C=C1)[C@@H]1NC[C@H](OC1)C 6-Chloro-3-((1-(4-fluorobenzoyl)-4-hydroxypiperidin-4-yl)methyl)-7-(4-((3S,6R)-6-methylmorpholin-3-yl)phenyl)-3,7-dihydro-4H-pyrrolo[2,3-d]pyrimidin-4-one